N-cyclobutyl-4-(2,2-difluoro-7-((5-methoxy-7-methyl-1H-indol-4-yl)methyl)-7-azaspiro[3.5]nonan-6-yl)benzamide C1(CCC1)NC(C1=CC=C(C=C1)C1CC2(CC(C2)(F)F)CCN1CC1=C2C=CNC2=C(C=C1OC)C)=O